tetraazacyclododecane C1CCCCNNNNCCC1